3-(2-chloro-3-phenylanilino)-6-chlorobenzoisothiazol ClC1=C(NC2=NSC3=C2C=CC(=C3)Cl)C=CC=C1C1=CC=CC=C1